3-(Ethyliminomethyleneamino)-N,N-dimethylpropan-1-amine C(C)N=C=NCCCN(C)C